benzyl ((S)-3-(allyloxy)-1-((3R,5'S)-5'-carbamoyl-2-oxospiro[indoline-3,3'-pyrrolidin]-1-yl)-1-oxopropan-2-yl)(methyl)carbamate C(C=C)OC[C@@H](C(=O)N1C([C@@]2(CN[C@@H](C2)C(N)=O)C2=CC=CC=C12)=O)N(C(OCC1=CC=CC=C1)=O)C